C(C(=C)C)(=O)O.C(CCCCCCCCCCCCCCCCCCCCC)OC=C behenyl oxyethylene methacrylate